tert-butyl (Z)-3-((dimethylamino)methylene)-4-oxopiperidine-1-carboxylate CN(C)\C=C/1\CN(CCC1=O)C(=O)OC(C)(C)C